ClC=1C=C(C(=O)NC=2C(=C3C(=NN(C3=C(C2)Cl)C)N2C(C3=CC=CC=C3C2=O)=O)OC2=C(C=CC(=C2)F)Cl)C=C(C1)F 3-Chloro-N-(7-chloro-4-(2-chloro-5-fluorophenoxy)-3-(1,3-dioxoisoindolin-2-yl)-1-methyl-1H-indazol-5-yl)-5-fluorobenzamide